dicarbene gold C=[Au]=C